OCC1=CC=C(C=N1)C1=CC=CC=2N(C(NC21)=O)C2CCN(CC2)C(=O)NC2=CC(=C(C=C2)I)C 4-{4-[6-(hydroxymethyl)pyridin-3-yl]-2-oxo-2,3-dihydro-1H-1,3-benzodiazol-1-yl}-N-(4-iodo-3-methylphenyl)piperidine-1-carboxamide